4-(3-ethoxy-5-(1H-pyrazol-1-yl)phenoxy)-7-methoxyquinoline-6-carboxamide C(C)OC=1C=C(OC2=CC=NC3=CC(=C(C=C23)C(=O)N)OC)C=C(C1)N1N=CC=C1